N-{(3S,4S)-1-[(R)-2-hydroxypropyl]-3-methyl-4-piperidyl}-6-{3-[4-(N-methylcarbamoyl)-5-fluoro-2-anisidino]-1-propynyl}-1-(2,2,2-trifluoroethyl)-1H-1,3-benzimidazole-4-carboxamide O[C@@H](CN1C[C@@H]([C@H](CC1)NC(=O)C1=CC(=CC=2N(C=NC21)CC(F)(F)F)C#CCNC=2C(OC)=CC(=C(C2)C(NC)=O)F)C)C